methyl (E)-2,11-dimethoxy-3-((3-(3,4,5-trimethoxyphenyl)acryloyl)oxy)-1,2,3,4,4a,5,7,8,13,13b,14,14a-dodecahydroindolo[2',3':3,4]pyrido[1,2-b]isoquinoline-1-carboxylate COC1C(C2CC3N(CC2CC1OC(\C=C\C1=CC(=C(C(=C1)OC)OC)OC)=O)CCC1=C3NC3=CC(=CC=C31)OC)C(=O)OC